O1CCN(CC1)C1=CC=C(C=N1)C1=COC=2C1=NC=C(C2)C2=CC=C(C=C2)N2CCN(CC2)C(=O)OC(C)(C)C tert-butyl 4-(4-(3-(6-morpholinopyridin-3-yl)furo[3,2-b]pyridin-6-yl)phenyl)piperazine-1-carboxylate